Cl.O=C1NC(CCC1N1C(C2=CC=CC(=C2C1=O)OC1CCNCC1)=O)=O 2-(2,6-dioxo-3-piperidyl)-4-(4-piperidyloxy)isoindoline-1,3-dione hydrochloride